[Si](C)(C)(C(C)(C)C)OC1(CC(C1)=N[S@@](=O)C(C)(C)C)C (S)-N-{3-[(tert-butyldimethylsilyl)oxy]-3-methylcyclobutylidene}-2-methylpropane-2-sulfinamide